2-(2-fluoropyridin-3-yl)pyrimidine FC1=NC=CC=C1C1=NC=CC=N1